(2R)-2-[5-(1-Cyclopropyl-4-methyl-1H-pyrazol-5-yl)-1,2,4-oxadiazol-3-yl]-1,1-difluoro-6-azaspiro[2.5]octan-6-sulfonamid C1(CC1)N1N=CC(=C1C1=NC(=NO1)[C@@H]1C(C12CCN(CC2)S(=O)(=O)N)(F)F)C